ClC1=C(C=CC=C1)C1=NC=2N(C(N(C(C2N1C1=CC=C(C=C1)Cl)=O)C)=O)C(C)C1=CC=C(C(=O)OC)C=C1 methyl 4-[1-[8-(2-chlorophenyl)-7-(4-chlorophenyl)-1-methyl-2,6-dioxopurin-3-yl]ethyl]benzoate